OC1=C(C=C(C=C1C(C)(C)C)C(C(=O)O)C)C(C)(C)C 4-hydroxy-3,5-di-tert-butylphenyl-propionic acid